4-bromo-5-fluoro-1,3-benzodioxol BrC1=C(C=CC=2OCOC21)F